Cl.N[C@H]1C(N(C(CC1)=O)[2H])=O (R)-3-Aminopiperidine-2,6-dione-d1 hydrochloride